7-(5-(chlorodifluoromethyl)-1,2,4-oxadiazol-3-yl)-N-(methyl(oxo)(pyridin-4-yl)-λ6-sulfaneylidene)imidazo[1,2-a]pyridine-2-carboxamide ClC(C1=NC(=NO1)C1=CC=2N(C=C1)C=C(N2)C(=O)N=S(C2=CC=NC=C2)(=O)C)(F)F